8,8'-((2-((1s,3r)-3-hydroxycyclobutyl)ethyl)azanediyl)bis(N,N-didecyloctanamide) OC1CC(C1)CCN(CCCCCCCC(=O)N(CCCCCCCCCC)CCCCCCCCCC)CCCCCCCC(=O)N(CCCCCCCCCC)CCCCCCCCCC